FC1=CC(=C2C=C(N(C2=C1F)CCNC1=NC=NC(=C1)C1=CC(=C(C(=C1)F)C1=NN=NN1)OCC)C)OC [2-(6,7-Difluoro-4-methoxy-2-methyl-indol-1-yl)-ethyl]-{6-[3-ethoxy-5-fluoro-4-(1H-tetrazol-5-yl)-phenyl]-pyrimidin-4-yl}-amine